acetic acid [(2r,3r,4r,5r)-4-acetoxy-2-[2-(methylamino)-2-oxo-ethyl]-5-[2-(2-methylpropanamido)-6-oxo-1H-purin-9-yl] tetrahydrofuran-3-yl] ester C(C)(=O)O[C@@H]1[C@@H]([C@H](O[C@H]1N1C=2N=C(NC(C2N=C1)=O)NC(C(C)C)=O)CC(=O)NC)OC(C)=O